(5-(5-cyclopropoxybenzo[d]oxazol-2-yl)-8-(methylamino)-2,7-naphthyridin-3-yl)cyclopropanecarboxamide C1(CC1)OC=1C=CC2=C(N=C(O2)C2=C3C=C(N=CC3=C(N=C2)NC)C2(CC2)C(=O)N)C1